trans-3-methyl-3-((tetrahydro-2H-pyran-2-yl)oxy)cyclobutane-1-carboxylic acid methyl ester COC(=O)C1CC(C1)(OC1OCCCC1)C